BrC1=NC=C(C(=C1)OCC(=O)OC)CN1CCOCC1 methyl 2-((2-bromo-5-(morpholinomethyl)pyridin-4-yl)oxy)acetate